[H-].[Na+].FC1(C(C1)C(CC(C(F)(F)F)=O)=O)F 1-(2,2-Difluorocyclopropyl)-4,4,4-trifluoro-butane-1,3-dione Sodium hydride